2,2,2-trifluoro-1-(5-methoxy-2-azaadamantenyl)ethanone FC(C(=O)C12N=C3CC(CC(C1)C3)(C2)OC)(F)F